2,7-di-tert-butyl-5-(4-chlorophenyl)-9,9'-spirobi[fluoren] C(C)(C)(C)C1=CC=2C3(C4=CC(=CC(=C4C2C=C1)C1=CC=C(C=C1)Cl)C(C)(C)C)C1=CC=CC=C1C=1C=CC=CC13